Ethyl 2-(2,6-dimethyl-4-(1-(5-oxo-4-(4-(trifluoromethoxy) phenyl)-4,5-dihydro-1H-1,2,4-triazol-1-yl)ethyl)phenoxy)-2-methylpropionate CC1=C(OC(C(=O)OCC)(C)C)C(=CC(=C1)C(C)N1N=CN(C1=O)C1=CC=C(C=C1)OC(F)(F)F)C